3-methylbicyclo[1.1.1]pentane-1-carboxylic acid methyl ester COC(=O)C12CC(C1)(C2)C